2-(5-(cyclopropylmethyl)-4-(3,5-difluoro-4-sulfamoylbenzyl)-3-(4-fluorophenyl)-1H-pyrazol-1-yl)thiazole-4-carboxylic acid C1(CC1)CC1=C(C(=NN1C=1SC=C(N1)C(=O)O)C1=CC=C(C=C1)F)CC1=CC(=C(C(=C1)F)S(N)(=O)=O)F